(S)-2-((6-fluoro-2-methylpyridin-3-yl)oxy)-4-methyl-N-(2-(S-methylsulfonimidoyl)pyridin-4-yl)-5-(trifluoromethyl)nicotinamide FC1=CC=C(C(=N1)C)OC1=C(C(=O)NC2=CC(=NC=C2)[S@](=O)(=N)C)C(=C(C=N1)C(F)(F)F)C